C1(CC1)C=1N=NN(C1)[C@H](C(=O)N1[C@@H](C[C@H](C1)O)C(=O)NC1CN(C(C1)=O)CC1=C(C=CC=C1)C(F)(F)F)C(C)(C)C (2S,4r)-1-[(2S)-2-(4-cyclopropyl-triazol-1-yl)-3,3-dimethyl-butyryl]-4-hydroxy-N-[5-oxo-1-[[2-(trifluoromethyl)phenyl]methyl]pyrrolidin-3-yl]pyrrolidine-2-carboxamide